3-((tert-butoxycarbonyl)amino)-3-(cyclopropoxymethyl)piperidine-1-carboxylic acid benzyl ester C(C1=CC=CC=C1)OC(=O)N1CC(CCC1)(COC1CC1)NC(=O)OC(C)(C)C